O(C1=CC=CC=C1)C1=CC=C(C=C1)C1=NN2C(NCCC2=C1C(=O)N)C1CCNCC1 2-(4-phenoxyphenyl)-7-(piperidin-4-yl)-4,5,6,7-tetrahydropyrazolo[1,5-c]pyrimidine-3-carboxamide